4-(4-amino-5-(4-phenoxyphenyl)imidazo[5,1-f][1,2,4]triazin-7-yl)cyclohexan-1-one NC1=NC=NN2C1=C(N=C2C2CCC(CC2)=O)C2=CC=C(C=C2)OC2=CC=CC=C2